(E)-2-((3-(4-(dimethylamino)but-2-eneamido)-2-methylquinolin-6-yl)amino)-4-(1-methyl-1H-indol-3-yl)pyrimidine-5-carboxylic acid isopropyl ester C(C)(C)OC(=O)C=1C(=NC(=NC1)NC=1C=C2C=C(C(=NC2=CC1)C)NC(\C=C\CN(C)C)=O)C1=CN(C2=CC=CC=C12)C